tert-butyl 4-((7-methoxy-4-(4-methoxybenzoyl)quinazolin-6-yl)oxy)piperidine-1-carboxylate COC1=C(C=C2C(=NC=NC2=C1)C(C1=CC=C(C=C1)OC)=O)OC1CCN(CC1)C(=O)OC(C)(C)C